FC1=C2C(C=C(NC2=CC(=C1)F)C1=C(C#N)C=CC(=C1)S(=O)C)=O (5,7-difluoro-4-oxo-1,4-dihydroquinolin-2-yl)-4-(methylsulfinyl)benzonitrile